N(=[N+]=[N-])CC=1SC=CC1F 2-(azidomethyl)-3-fluorothiophene